12,12-dimethyl-6,15-bis(trifluoromethyl)-19-oxa-3,4,13,18-tetrazatricyclo[12.3.1.12,5]nonadeca-1(18),2,4,14,16-pentaene-6,17-diol CC1(CCCCCC(C2=NN=C(C=3C(=CC(=C(N1)N3)C(F)(F)F)O)O2)(O)C(F)(F)F)C